3-bromo-N-(4-fluoro-3-methoxy-phenyl)-N-methyl-pyrazolo[1,5-a]pyridine-5-carboxamide BrC=1C=NN2C1C=C(C=C2)C(=O)N(C)C2=CC(=C(C=C2)F)OC